CN1N=CC(=C1)C=1C=CC=NC1 5-(1-methyl-1H-pyrazol-4-yl)pyridine